butylenebisbehenic acid amide C(CCCCCCCCCCCCCCCCCCCCCCCCC(=O)N)CCCCCCCCCCCCCCCCCCCCCC(=O)N